4-iodo-2-(6-azaspiro[2.5]oct-6-yl)-N-(5-(trifluoromethyl)thieno[2,3-b]pyridin-3-yl)benzamide IC1=CC(=C(C(=O)NC2=CSC3=NC=C(C=C32)C(F)(F)F)C=C1)N1CCC3(CC3)CC1